BrC1=CN(C2=NC=C(C(=C21)N[C@H]2C[C@@H](CC2)NC(OC)=O)CO)COCC[Si](C)(C)C Methyl ((1R,3R)-3-((3-bromo-5-(hydroxymethyl)-1-((2-(trimethylsilyl) ethoxy)methyl)-1H-pyrrolo[2,3-b]pyridin-4-yl)amino)cyclopentyl)carbamate